CCCCCC1CCCC(=O)O1 The molecule is a delta-lactone that is 5-valerolactone substituted by a pentyl group at position 6. It has a role as a metabolite. It derives from a 5-valerolactone.